C(C)O[C@@H]1CC23[C@H](C[C@H]4[C@@H]5CC[C@H]([C@@H](CCCC(C)C)C)[C@]5(CC[C@@H]4[C@]2(CC1)C)C)O3 3β-ethoxy-5,6α-epoxycholestane